C(\C=C/C#N)#N Malenitrile